CS(=O)(=O)C1=CC=C(C=C1)N[C@@H](CO)C(=O)O (2S,3S)-4-methanesulfonyl-phenylserine